ClC=1C=NC(=NC1)N1CCC(CC1)N(C=1N=C(C2=C(N1)CC[S@]2=O)NC2CCC(CC2)CO)C (R)-2-((1-(5-chloropyrimidin-2-yl)piperidin-4-yl)(methyl)amino)-4-(((1s,4S)-4-(hydroxymethyl)cyclohexyl)amino)-6,7-dihydroThieno[3,2-d]pyrimidine 5-oxide